The molecule is an N-acylneuraminic acid where the N-acyl group is specified as acetyl. It has a role as an antioxidant, an EC 3.2.1.18 (exo-alpha-sialidase) inhibitor, a bacterial metabolite, a human metabolite and a mouse metabolite. It is a conjugate acid of a N-acetylneuraminate. CC(=O)N[C@@H]1[C@H](CC(O[C@H]1[C@@H]([C@@H](CO)O)O)(C(=O)O)O)O